5-{3-azabicyclo[3.1.0]Hex-3-yl}pyridine-2-carbaldehyde C12CN(CC2C1)C=1C=CC(=NC1)C=O